3-(1,2,5,6-tetrahydropyridin-4-yl)pyridine dihydrochloride Cl.Cl.N1CC=C(CC1)C=1C=NC=CC1